(1-Cyclooctyl-2-((5-(1,4-dimethyl-1H-pyrazol-5-yl)pyridin-2-yl)amino)-2-oxoethyl)-1-methyl-1H-pyrazole-5-carboxamide C1(CCCCCCC1)C(C(=O)NC1=NC=C(C=C1)C1=C(C=NN1C)C)C1=NN(C(=C1)C(=O)N)C